((R)-1-((S)-5-benzyl-3-phenyl-4,5-dihydroisoxazole-5-carboxamido)-3-methylbutyl)boronic acid C(C1=CC=CC=C1)[C@]1(CC(=NO1)C1=CC=CC=C1)C(=O)N[C@@H](CC(C)C)B(O)O